4-[6-fluoro-2-(5-fluoro-2-pyridinyl)-6-(methoxymethyl)-5,7-dihydro-4H-pyrazolo[1,5-a]pyridin-3-yl]-6-methyl-1H-pyrazolo[3,4-b]pyridine FC1(CCC=2N(C1)N=C(C2C2=C1C(=NC(=C2)C)NN=C1)C1=NC=C(C=C1)F)COC